ethyl(imino)(2-(4-(1-(2-methylbenzo[d]thiazol-5-yl)ethyl)piperazin-1-yl)pyrimidin-5-yl)-λ6-sulfanone C(C)S(=O)(C=1C=NC(=NC1)N1CCN(CC1)C(C)C=1C=CC2=C(N=C(S2)C)C1)=N